4-(5-((3-((2,6-dimethylphenyl)amino)-1-methyl-1H-pyrazolo[3,4-d]pyrimidin-6-yl)amino)-2-fluorophenyl)-3,6-dihydropyridin CC1=C(C(=CC=C1)C)NC1=NN(C2=NC(=NC=C21)NC=2C=CC(=C(C2)C=2CC=NCC2)F)C